1-((4-((3-methoxybenzyl)(4-(4-methylpiperazin-1-yl)benzyl)amino)pyridin-2-yl)methyl)piperazine-2,5-dione COC=1C=C(CN(C2=CC(=NC=C2)CN2C(CNC(C2)=O)=O)CC2=CC=C(C=C2)N2CCN(CC2)C)C=CC1